7-hydroxy-3,4-dihydroisoquinoline-2(1H)-carboxylic acid tert-butyl ester C(C)(C)(C)OC(=O)N1CC2=CC(=CC=C2CC1)O